2-Ethyltetradecanal C(C)C(C=O)CCCCCCCCCCCC